3-[3-[[4-(methylamino)-1-piperidinyl]methyl]anilino]piperidine-2,6-dione TFA salt OC(=O)C(F)(F)F.CNC1CCN(CC1)CC=1C=C(NC2C(NC(CC2)=O)=O)C=CC1